(3-bromo-2-methyl-phenyl)benzofuran-2-carbaldehyde BrC=1C(=C(C=CC1)C1=C(OC2=C1C=CC=C2)C=O)C